N-(2-(((1r,4r)-4-(3-benzhydrylureido)cyclohexyl)amino)-3,4-dioxocyclobut-1-en-1-yl)-4-methylbenzenesulfonamide C(C1=CC=CC=C1)(C1=CC=CC=C1)NC(NC1CCC(CC1)NC1=C(C(C1=O)=O)NS(=O)(=O)C1=CC=C(C=C1)C)=O